C(C1=CC=CC=C1)N1C2=C(SCC1=O)C=CC(=C2)NC(=O)NC2=CC=C1C=CN(C1=C2)C 1-(4-benzyl-3-oxo-3,4-dihydro-2H-benzo[b][1,4]thiazin-6-yl)-3-(1-methyl-1H-indol-6-yl)urea